5-(3-isopropyl-5-(piperidin-4-yl)-1H-indol-2-yl)benzo[d]oxazol-2(3H)-one C(C)(C)C1=C(NC2=CC=C(C=C12)C1CCNCC1)C=1C=CC2=C(NC(O2)=O)C1